COC1CN(C1)CC1=C(C=CC(=C1)B1OC(C(O1)(C)C)(C)C)C1CCOCC1 3-methoxy-1-(2-(tetrahydro-2H-pyran-4-yl)-5-(4,4,5,5-tetramethyl-1,3,2-dioxaborolan-2-yl)benzyl)azetidine